C(CC)SSSCC=C 2-propenyl propyl trisulfide